2-Chloro-4-(((3-(dibenzylamino)oxetan-3-yl)methyl)amino)-N-methylpyrimidine-5-carboxamide ClC1=NC=C(C(=N1)NCC1(COC1)N(CC1=CC=CC=C1)CC1=CC=CC=C1)C(=O)NC